FC(C(C)(C)O)(F)C=1C(=C(C=CC1)[C@@H](C)NC1=NC(=NC2=CC3=C(C=C12)C(C(N3C)=O)(C(=O)OCC)C)C)F Ethyl 4-(((R)-1-(3-(1,1-difluoro-2-hydroxy-2-methylpropyl)-2-fluorophenyl)ethyl)amino)-2,6,8-trimethyl-7-oxo-7,8-dihydro-6H-pyrrolo[3,2-g]quinazoline-6-carboxylate